[4-(3-chloro-4-fluoro-phenyl)phenyl]-[4-(2-tetrahydropyran-4-yl-3H-imidazo[4,5-b]pyridin-7-yl)-1-piperidyl]methanone ClC=1C=C(C=CC1F)C1=CC=C(C=C1)C(=O)N1CCC(CC1)C1=C2C(=NC=C1)NC(=N2)C2CCOCC2